6-Amino-5-[4-(4-fluoro-benzyloxy)-phenyl]-pyrimidin NC1=C(C=NC=N1)C1=CC=C(C=C1)OCC1=CC=C(C=C1)F